C1(CC1)C1=NNC(=C1[N+](=O)[O-])[C@H]1[C@H](C1)C(=O)OCC |o1:11,12| ethyl (1S*,2R*)-2-(3-cyclopropyl-4-nitro-pyrazol-yl)cyclopropanecarboxylate